4-methyl-2-[4-[(2-oxopyrrolidin-1-yl)methyl]phenyl]-5-(trifluoromethyl)pyrazole-3-carbonitrile CC1=C(N(N=C1C(F)(F)F)C1=CC=C(C=C1)CN1C(CCC1)=O)C#N